COCC(CC)N1C=NC2=CC=C(C=C2C1=O)[N+](=O)[O-] 3-(1-methoxybutan-2-yl)-6-nitroquinazolin-4(3H)-one